ClC1=C(C=2C(=C3N(CCN(C3)C(CCOCCC)=O)C2N=C1)F)F 1-(3-(3-chloro-4,5-difluoro-8,9-dihydropyrido[3',2':4,5]pyrrolo[1,2-a]pyrazin-7(6H)-yl)-3-oxopropoxy)propan